CC1=NC=CC(=N1)N[C@@H](C)C1=CC(=CC=C1)OC 2-methyl-N-{(1S)-1-[3-(methyloxy)phenyl]ethyl}pyrimidin-4-amine